4-benzyl-3-oxo-3,4-dihydroquinoxaline-2-carboxylic acid ethyl ester C(C)OC(=O)C1=NC2=CC=CC=C2N(C1=O)CC1=CC=CC=C1